4-(4-amino-5-(3-aminopiperidin-1-yl)pyrrolo[2,1-f][1,2,4]triazin-7-yl)-3-methylfuran-2(5H)-one NC1=NC=NN2C1=C(C=C2C2=C(C(OC2)=O)C)N2CC(CCC2)N